ClC1=CC=C(C=C1)S(=O)(=O)N1CCC(CC1)C=1C=C2C(=C(NC2=CC1)C1=CC(=NC=C1)C)C(C)C 5-(1-((4-chlorophenyl)sulfonyl)piperidin-4-yl)-3-isopropyl-2-(2-methylpyridin-4-yl)-1H-indole